BrC1=C(C(C(=O)O)=CC=C1)C(=O)O 3-Bromophthalic acid